FC=1C=CC=C2[C@@H](N(C(=NC12)N1CCN(CC1)C1=CC(=CC=C1)OC)C1=C(C=CC(=C1)C(F)(F)F)OC)CC(=O)[O-].[Na+] Sodium (S)-{8-fluoro-2-[4-(3-methoxyphenyl)-piperazine-1-yl]-3-[2-methoxy-5-(trifluoromethyl)phenyl]-3,4-dihydroquinazolineyl}acetate